C(CCCCCC)OC(=O)ONC1=NC(NC=C1)=O 4-((((heptyloxy)carbonyl)oxy)amino)pyrimidin-2(1H)-one